FC1=C(C=CC(=C1)[N+](=O)[O-])N1CCC(CC1)CC1(CCN(CC1)C(=O)OC(C)(C)C)O tert-butyl 4-((1-(2-fluoro-4-nitrophenyl)piperidin-4-yl)methyl)-4-hydroxypiperidine-1-carboxylate